4-methoxy-N,N-diisopropyltryptamine CC(C)N(CCC1=CNC2=C1C(=CC=C2)OC)C(C)C